FC(CN1C(=NC=2C1=NC(=CC2)C2=CNC=1N=C(N=C(C12)NC)N[C@H]1[C@H](CN(CC1)C)F)C)F 5-(3-(2,2-difluoroethyl)-2-methyl-3H-imidazo[4,5-b]pyridin-5-yl)-N2-((3S,4R)-3-fluoro-1-methylpiperidin-4-yl)-N4-methyl-7H-pyrrolo[2,3-d]pyrimidine-2,4-diamine